OC(CCCCCCCC(=O)O)=CC=CCCC=CCC 9-hydroxyoctadeca-9,11,15-trienoic acid